(R)-6-bromo-N-(8,9-difluoro-6-oxo-1,4,5,6-tetrahydro-2H-pyrano[3,4-c]isoquinolin-1-yl)-N-methylindolizine-2-carboxamide BrC1=CN2C=C(C=C2C=C1)C(=O)N(C)[C@H]1COCC=2NC(C=3C=C(C(=CC3C21)F)F)=O